C(C)(C)NC1=NC(=NC=C1C(=O)N)N[C@H]1CC=2C=CC=NC2CC1 (R)-4-(isopropylamino)-2-(5,6,7,8-tetrahydroquinolin-6-ylamino)pyrimidine-5-carboxamide